C(#N)C=1SC(=CC1C(=O)NC1(CC1)C#N)C1=CC(=NO1)C=1N(N=C(C1C(F)(F)F)OC(C(C(F)(F)F)F)(F)F)C 2-cyano-N-(1-cyanocyclopropyl)-5-[3-[5-(1,1,2,3,3,3-hexafluoropropoxy)-2-methyl-4-(trifluoromethyl)pyrazol-3-yl]isoxazol-5-yl]thiophene-3-carboxamide